C1(=CC=CC=C1)N1C(C2=CC=C3C=4C2=C(C1=O)C=CC4C(OC3=O)=O)=O 7-phenyl-1H-isochromeno[6,5,4-def]isoquinoline-1,3,6,8(7H)-tetraone